2-(3-methoxyphenyl)-3-(methylamino)propane-1-one COC=1C=C(C=CC1)C(C=O)CNC